2-chloro-4'-methoxy-[1,1'-biphenyl]-4-carbonitrile ClC1=C(C=CC(=C1)C#N)C1=CC=C(C=C1)OC